BrC=1C=C(C(=NC1)\C=C(/C(=O)OCC)\C)[N+](=O)[O-] ethyl (Z)-3-(5-bromo-3-nitropyridin-2-yl)-2-methylacrylate